CS(=O)(=O)C1=C(C=CC=C1)C1=NN2C=NC=3C=CC=CC3C2=N1 2-[2-(methanesulfonyl)phenyl][1,2,4]triazolo[1,5-c]quinazolin